NCCCCCNC(C1=C(C=C(C=C1)NC=1C=2N(C=CN1)C(=CN2)C2=C(C(=C(C=C2)OC)F)F)CC)=O N-(5-Aminopentyl)-4-[[3-(2,3-difluoro-4-methoxy-phenyl)imidazo[1,2-a]pyrazin-8-yl]amino]-2-ethyl-benzamide